FC1=CC=C(C=C1)C[C@H]1N(C[C@H]2C[C@@H]12)C=1NC(C=C(N1)N1CCOCC1)=O 2-[(1S,4R,5R)-4-[(4-fluorophenyl)methyl]-3-azabicyclo[3.1.0]hexan-3-yl]-4-morpholino-1H-pyrimidin-6-one